tetrakis(2,4-di-t-butylphenyl) [1,1-biphenyl]-4,4'-diylbisphosphonate C1(=CC=C(C=C1)P(OC1=C(C=C(C=C1)C(C)(C)C)C(C)(C)C)(OC1=C(C=C(C=C1)C(C)(C)C)C(C)(C)C)=O)C1=CC=C(C=C1)P(OC1=C(C=C(C=C1)C(C)(C)C)C(C)(C)C)(OC1=C(C=C(C=C1)C(C)(C)C)C(C)(C)C)=O